C(C)OC(\C=C(/C(F)(F)F)\C1=CC=C(C=C1)C#N)=O (Z)-3-(4-cyanophenyl)-4,4,4-trifluorobut-2-enoic acid ethyl ester